S1C=NC2=C1C=CC(=C2)[C@@H](C)N2CCN(CC2)C2=NC=C(C=N2)S(=O)(=NC)C (2-(4-((R)-1-(benzo[d]thiazol-5-yl)ethyl)piperazin-1-yl)pyrimidin-5-yl)(methyl)(methylimino)-λ6-sulfanone